Br.CN(CC1C(OCC1)(C1=CC=CC=C1)C1=CC=CC=C1)C tetrahydro-N,N-dimethyl-2,2-diphenyl-3-furanmethanamine hydrobromide